(1S,3S)-2,2-difluoro-3-(methoxycarbonyl)cyclopropane-1-carboxylic acid FC1([C@@H]([C@H]1C(=O)OC)C(=O)O)F